(Z)-2-(6-Chloro-2-methyl-1-(3-phenoxybenzylidene)-1H-inden-3-yl)acetic acid ClC1=CC=C2C(=C(/C(/C2=C1)=C/C1=CC(=CC=C1)OC1=CC=CC=C1)C)CC(=O)O